Cl.C(C1=CC=CC=C1)OC(=O)C=1N(C=CC1C1CCN(CC1)C(C(C)(C)N)=O)S(NC(=O)OCC1=CC=CC=C1)(=O)=O 3-[1-(2-amino-2-methyl-propionyl)-4-piperidinyl]-1-(benzyloxycarbonyl-sulfamoyl)pyrrole-2-carboxylic acid benzyl ester hydrochloride